tert-butyl (2S)-2-hydroxy-3-phenylpropanoate O[C@H](C(=O)OC(C)(C)C)CC1=CC=CC=C1